FC(C1=NN=C(O1)C1=CC(=C(CN(C(=S)N2CC3(C2)CN(C3)C(C)C)C3=CC(=CC=C3)F)C=C1)F)F N-(4-(5-(difluoromethyl)-1,3,4-oxadiazol-2-yl)-2-fluorobenzyl)-N-(3-fluorophenyl)-6-isopropyl-2,6-diazaspiro[3.3]heptane-2-thioamide